N-(6-(2-(((1R,4R)-4-(dimethylamino)-3-fluorocyclohexyl)amino)-8-isopropyl-quinazolin-6-yl)-2-methylpyridin-3-yl)-3,3,3-trifluoropropane-1-sulfonamide CN([C@H]1C(C[C@@H](CC1)NC1=NC2=C(C=C(C=C2C=N1)C1=CC=C(C(=N1)C)NS(=O)(=O)CCC(F)(F)F)C(C)C)F)C